N-(3-fluorocyclobutyl)-3-(5''-(methylsulfonamido)dispiro[cyclopropane-1,1'-cyclohexane-4',3''-indoline]-1''-carbonyl)benzenesulfonamide FC1CC(C1)NS(=O)(=O)C1=CC(=CC=C1)C(=O)N1CC2(C3=CC(=CC=C13)NS(=O)(=O)C)CCC1(CC2)CC1